COCC(C(=O)O)(CC)COC 2,2-bis(methoxymethyl)butanoic acid